2H-1-benzopyran-3-carbonitrile O1CC(=CC2=C1C=CC=C2)C#N